1,3,6,8-Tetracarboxyphenyl-pyrene C(=O)(O)C1(CC(=CC=C1C(=O)O)C(=O)O)C1=CC=C2C=CC3=CC=C(C4=CC=C1C2=C34)C(=O)O